(R)-4-Acryloyl-2-(hydroxymethyl)piperazine-1-carboxylate C(C=C)(=O)N1C[C@@H](N(CC1)C(=O)[O-])CO